2-((4-(4-((4-chloro-2-fluorobenzofuran-7-yl)methoxy)-5-fluoropyrimidin-2-yl)cyclohex-3-en-1-yl)methyl)-1-((1-ethyl-1H-imidazol-5-yl)methyl)-1H-thieno[2,3-d]imidazole-5-carboxylic acid ClC1=CC=C(C2=C1C=C(O2)F)COC2=NC(=NC=C2F)C2=CCC(CC2)CC=2N(C1=C(N2)SC(=C1)C(=O)O)CC1=CN=CN1CC